[Li].CN1CCC(CC1)NC=1C(=CN(C(C1)=O)C1(CC1)C(F)(F)F)C(=O)O 4-((1-methylpiperidin-4-yl)amino)-6-oxo-1-(1-(trifluoromethyl)cyclopropyl)-1,6-dihydropyridine-3-carboxylic acid lithium